N-(4-Methyl-3-{4-[5-(4-methyl-isoxazol-5-yl)-pyridin-3-yl]-pyrimidin-2-ylamino}-phenyl)-4-(1-methyl-piperidin-3-yl)-2-trifluoromethyl-benzamide CC1=C(C=C(C=C1)NC(C1=C(C=C(C=C1)C1CN(CCC1)C)C(F)(F)F)=O)NC1=NC=CC(=N1)C=1C=NC=C(C1)C1=C(C=NO1)C